N[C@H](CNC(=O)[C@H]1NC[C@@H](C1)O)CNC(C1=C(C=C(C=C1)NC=1C=2N(C=CN1)C(=CN2)C2=C(C(=C(C=C2)OCC#N)F)F)C)=O (2S,4R)-N-[(2S)-2-amino-3-[[4-[[3-[4-(cyanomethoxy)-2,3-difluoro-phenyl]imidazo[1,2-a]pyrazin-8-yl]amino]-2-methyl-benzoyl]amino]propyl]-4-hydroxy-pyrrolidine-2-carboxamide